ethyl 3-methoxy-2-methyl-2-[2-methylsulfanyl-4-[(triphenyl-phosphanylidene)amino]pyrimidin-5-yl]propanoate COCC(C(=O)OCC)(C=1C(=NC(=NC1)SC)N=P(C1=CC=CC=C1)(C1=CC=CC=C1)C1=CC=CC=C1)C